(S)-2-(4-chloro-3-fluorophenyl)-1-(4-((5R,7R)-7-hydroxy-5-methyl-6,7-dihydro-5H-cyclopenta[d]pyrimidin-4-yl)piperazin-1-yl)-3-(tetrahydro-2H-pyran-4-ylamino)propan-1-one ClC1=C(C=C(C=C1)[C@H](C(=O)N1CCN(CC1)C=1C2=C(N=CN1)[C@@H](C[C@H]2C)O)CNC2CCOCC2)F